COC1=C(C=C2C(=NC=NC2=C1)N1CCCCC1)OCOC 1-(7-methoxy-6-(methoxymethoxy)quinazolin-4-yl)piperidin